C(#N)C(C)(C)N1N=C(C(=C1)NC=1C(=NC(=C(N1)C1CC1)C=1C2=C(C=NC1)N(C=N2)C)C(=O)OC)C methyl 3-[[1-(1-cyano-1-methyl-ethyl)-3-methyl-pyrazol-4-yl]amino]-5-cyclopropyl-6-(3-methylimidazo[4,5-c]pyridin-7-yl)pyrazine-2-carboxylate